FC1=C(C#N)C=C(C=C1)OC=1C(=C2C=CN(C2=CC1F)S(=O)(=O)CC1=CC=CC=C1)CCS(=O)(=O)C 2-Fluoro-5-((6-fluoro-4-(2-(methylsulfonyl)ethyl)-1-toluenesulfonyl-1H-indol-5-yl)oxy)benzonitrile